N(N)C(=O)C1=CC=C(CC2N(CCN(C2)C2COC2)C(=O)N)C=C1 (4-(hydrazinecarbonyl)benzyl)-4-(oxetan-3-yl)piperazin-1-carboxamide